(R)-2-allyl-8-bromooctanoic acid tert-butyl ester C(C)(C)(C)OC([C@H](CCCCCCBr)CC=C)=O